trihydroxymethyl-aminomethane-HCl Cl.OC(O)(O)CN